N-phenyl-5,6,7,8-tetrahydronaphthalen-1-amine C1(=CC=CC=C1)NC1=CC=CC=2CCCCC12